Racemic-tert-butyl 2-[1-[4-[[2,6-dioxo-3-piperidyl]amino]-2-fluoro-phenyl]-4-hydroxy-azepan-4-yl]acetate O=C1NC(CCC1NC1=CC(=C(C=C1)N1CCC(CCC1)(O)CC(=O)OC(C)(C)C)F)=O